C[C@@]12C[C@H]([C@H](C([C@H]1CC3=C(O2)C(=CC(=C3)/C=C/C4=CC(=C5CC(C(OC5=C4)(C)C)O)O)OC)(C)C)O)O The molecule is a stilbenoid isolated from Macaranga alnifolia and has been shwon to exhibit cytotoxic activity. It has a role as a metabolite and an antineoplastic agent. It is a member of chromanes, an organic heterotricyclic compound, a stilbenoid and a member of phenols.